Methyl 6-[4-(fluoromethyl) phenyl]-2-(1-methyl-1H-pyrazol-4-yl)-3-oxo-2,3-dihydropyridazine-4-carboxylate FCC1=CC=C(C=C1)C=1C=C(C(N(N1)C=1C=NN(C1)C)=O)C(=O)OC